[(3,5-difluorophenyl)methyl]({2-[(9R)-9-[4-(trifluoromethoxy)phenyl]-6-oxaspiro[4.5]decan-9-yl]ethyl})amine FC=1C=C(C=C(C1)F)CNCC[C@]1(CCOC2(CCCC2)C1)C1=CC=C(C=C1)OC(F)(F)F